(((((2R,3S,4R,5R)-5-(4-((S)-2-amino-3,3-dimethylbutanamido)pyrrolo[2,1-f][1,2,4]triazin-7-yl)-5-cyano-3,4-dihydroxytetrahydrofuran-2-yl)methoxy)carbonyl)oxy)methyl pivalate C(C(C)(C)C)(=O)OCOC(=O)OC[C@H]1O[C@@]([C@@H]([C@@H]1O)O)(C#N)C1=CC=C2C(=NC=NN21)NC([C@H](C(C)(C)C)N)=O